1-((pyridine-2-ylmethyl)sulfonyl)pyrrolidin-3-amine N1=C(C=CC=C1)CS(=O)(=O)N1CC(CC1)N